O=C1NC(CCC1C=1C=C(C=CC1)N1CCN(CC1)C[C@@H]1CC[C@H](CC1)NC(C1=CC(=C(C=C1)C1=NC=CC(=C1)C1=CC=2C(NCCC2N1)=O)F)=O)=O N-(trans-4-((4-(3-(2,6-Dioxopiperidin-3-yl)phenyl)piperazin-1-yl)methyl)cyclohexyl)-3-fluoro-4-(4-(4-oxo-4,5,6,7-tetrahydro-1H-pyrrolo[3,2-c]pyridin-2-yl)pyridin-2-yl)benzamide